tert-Butyl 4-(3-(7-((3-((2,6-dimethylphenyl)amino)-1-methyl-1H-pyrazolo[3,4-d]pyrimidin-6-yl)amino)-3,4-dihydroisoquinolin-2(1H)-yl)-2-hydroxypropyl)piperazine-1-carboxylate CC1=C(C(=CC=C1)C)NC1=NN(C2=NC(=NC=C21)NC2=CC=C1CCN(CC1=C2)CC(CN2CCN(CC2)C(=O)OC(C)(C)C)O)C